N-[2-(1-benzylpiperidin-4-yl)ethyl]-1-[4-methoxy-3-(trifluoromethoxy)phenyl]piperidine-4-carboxamide C(C1=CC=CC=C1)N1CCC(CC1)CCNC(=O)C1CCN(CC1)C1=CC(=C(C=C1)OC)OC(F)(F)F